FC(C=1C(=C2N(N1)CCN2CC2=CC=C(C=C2)C(F)(F)F)C(=O)N[C@@H](C)C2=CC=C(C=C2)CC(=O)OC)(F)F Methyl (S)-2-(4-(1-(6-(trifluoromethyl)-1-(4-(trifluoromethyl)benzyl)-2,3-dihydro-1H-imidazo[1,2-b]pyrazole-7-carboxamido)ethyl)phenyl)acetate